2-((2-(4-(benzyloxy)phenyl)-2,2-difluoroethylcarbamoyl)methoxy)phenylphosphonic acid C(C1=CC=CC=C1)OC1=CC=C(C=C1)C(CNC(=O)COC1=C(C=CC=C1)P(O)(O)=O)(F)F